4-((2S)-2-fluoro-7-((5-methoxy-7-methyl-1H-indol-4-yl)methyl)-7-azaspiro[3.5]nonan-6-yl)benzoic acid FC1CC2(C1)CC(N(CC2)CC2=C1C=CNC1=C(C=C2OC)C)C2=CC=C(C(=O)O)C=C2